methyl (cis)-2-chloro-6,7-dihydrospiro[cyclopenta[e]pyrazolo[1,5-a]pyrimidine-8,2'-oxetane]-6-carboxylate ClC1=NN2C(N=CC3=C2C2(OCC2)CC3C(=O)OC)=C1